2-[({4-[7-(aminocarbonyl)-2H-indazol-2-yl]phenyl}amino)carbonyl]azetidinium trifluoroacetate FC(C(=O)[O-])(F)F.NC(=O)C1=CC=CC2=CN(N=C12)C1=CC=C(C=C1)NC(=O)C1[NH2+]CC1